Silver Acetone CC(=O)C.[Ag]